C(N)(=O)C=1N=CC(=NC1)N1C[C@@H](CC1)N(C(OC(C)(C)C)=O)C1CC1 tert-Butyl N-[(3R)-1-(5-carbamoylpyrazin-2-yl)pyrrolidin-3-yl]-N-cyclopropyl-carbamate